ClC1=CC(=NC=C1[N+](=O)[O-])NC(OC)=O methyl N-(4-chloro-5-nitro-2-pyridyl)carbamate